ClC1=C(C=C(C=C1)Cl)N1C(=NN=C1)[C@H]1[C@H](O)[C@H]([C@@H](O)[C@H](O1)CO)N1N=NC(=C1)C=1SC=C(N1)C 2,5-Dichloro-1-{3-{3-deoxy-3-[4-(4-methylthiazol-2-yl)-1H-1,2,3-triazol-1-yl]-β-D-galactopyranosyl}-4H-1,2,4-triazol-4-yl}benzene